OC1=C(C=C(C=C1O)S(=O)(=O)[O-])S(=O)(=O)[O-].[Na+].[Na+] sodium 4,5-dihydroxybenzene-1,3-disulfonate